C(C)(C)(C)OC(=O)N1CC2(C=C3C=CC=CC3=C2)C1 Spiro[azetidine-3,2'-indene]-1-carboxylic acid tert-butyl ester